C(C)OC(=O)C1=C(N2C(S1)=NCC2)C=2OC1=C(C2)C(=C(C=C1)O)Br 3-(4-bromo-5-hydroxy-1-benzofuran-2-yl)-5H,6H-imidazo[2,1-b][1,3]thiazole-2-carboxylic acid ethyl ester